O=C([C@H](C)NC(OC(C)(C)C)=O)NC1CCNCC1 (S)-tert-Butyl 1-oxo-1-(piperidin-4-ylamino)propan-2-ylcarbamate